tert-butyl 4-[7-({8-fluoro-2-methylimidazo[1,2-a]pyridin-6-yl} carbamoyl)-5-methoxy-2-methylindazol-4-yl]piperazine-1-carboxylate FC=1C=2N(C=C(C1)NC(=O)C1=CC(=C(C3=CN(N=C13)C)N1CCN(CC1)C(=O)OC(C)(C)C)OC)C=C(N2)C